4,5,6,7-Tetrahydro-5-methyl-thiazolo[5,4-C]pyridine-2-carboxylic acid CN1CC2=C(CC1)N=C(S2)C(=O)O